P(OC1=CC(=CC(=C1)C(=O)OC)C(=O)OC)([O-])=O.[K+] potassium (3,5-bis(methoxycarbonyl) phenyl) phosphonate